N1C=CC2=C(C=CC=C12)C1=NC=2C3=CC(=CN=C3OC2C(=N1)N1CCOCC1)CN1CCC2(COC2)CC1 4-(1H-Indol-4-yl)-6-(morpholin-4-yl)-12-(2-oxa-7-azaspiro[3.5]nonan-7-ylmethyl)-8-oxa-3,5,10-triazatricyclo[7.4.0.02,7]trideca-1(13),2(7),3,5,9,11-hexaene